CN(C(CCC(C(C)C)N1CC2(C1)CN(CC2)C=2N=CN=NC2OC2=C(C(=O)N(C(C)C)CC)C=C(C=C2)F)(C)C)C 2-((5-(2-(6-(dimethylamino)-2,6-dimethylhept-3-yl)-2,6-diazaspiro[3.4]oct-6-yl)-1,2,4-triazin-6-yl)oxy)-N-ethyl-5-fluoro-N-isopropylbenzamide